ClC=1C(=NC(=NC1)NC1=CC2=C(B(OC2)O)C=C1)O 5-chloro-2-((1-hydroxy-1,3-dihydrobenzo[c][1,2]oxaborol-5-yl)amino)pyrimidin-4-ol